2,2,2-trichloroethyl (2-(p-tolyl)acetoxy)carbamate C1(=CC=C(C=C1)CC(=O)ONC(OCC(Cl)(Cl)Cl)=O)C